N1=C(C=CC=C1)SSC(C(C)O)C 3-(pyridin-2-yldithio)butan-2-ol